4-(2,5-Diazabicyclo[2.2.2]octan-2-yl)-7-(3-chloro-5-hydroxy-2-(trifluoromethyl)phenyl)-2-(((S)-1-methylpyrrolidin-2-yl)methoxy)-6,7-dihydropyrido[3,4-d]pyrimidin-8(5H)-one C12N(CC(NC1)CC2)C=2C1=C(N=C(N2)OC[C@H]2N(CCC2)C)C(N(CC1)C1=C(C(=CC(=C1)O)Cl)C(F)(F)F)=O